N1(CCOCC1)C(=O)C1CNCC1 3-(morpholine-4-carbonyl)pyrrolidin